4-chloro-3-(2,4-dioxotetrahydropyrimidin-1(2H)-yl)benzoic acid pentafluorophenyl ester FC1=C(C(=C(C(=C1OC(C1=CC(=C(C=C1)Cl)N1C(NC(CC1)=O)=O)=O)F)F)F)F